7-fluoro-3-(3-(4-(4-fluorophenyl)piperazin-1-yl)propyl)-5-methylisoquinolin-1(2H)-one FC1=CC(=C2C=C(NC(C2=C1)=O)CCCN1CCN(CC1)C1=CC=C(C=C1)F)C